COC1=CC2=C(C3=C1N(C=N3)C)C=C(S2)C(CCC(=O)OCC)=O ethyl 4-(4-methoxy-3-methyl-3H-thieno[3',2':3,4]benzo[1,2-d]imidazol-7-yl)-4-oxobutanoate